NCC=1SC2=C(N(C=3C(N(N=CC32)CC3=C2C=NN(C2=CC=C3)COCC[Si](C)(C)C)=O)C)N1 2-(Aminomethyl)-4-methyl-6-((1-((2-(trimethylsilyl)ethoxy)methyl)-1H-indazol-4-yl)methyl)-4H-thiazolo[5',4':4,5]pyrrolo[2,3-d]pyridazin-5(6H)-one